(2R,4S)-4-amino-5-(4-hydroxyphenyl)-2-[(4-hydroxyphenyl)methyl]-3-oxopentanoic acid N[C@H](C([C@H](C(=O)O)CC1=CC=C(C=C1)O)=O)CC1=CC=C(C=C1)O